N1(CCCC1)C=CC(C)=O 4-(1-pyrrolidinyl)-3-buten-2-one